BrCCOCCOCCC(=O)O 3-(2-(2-Bromoethoxy)ethoxy)propanoic acid